O1C2=C(N(CC1)NC(=O)C1=C(C3=NC=CC(=C3S1)C1=C(C(=CC(=C1)F)F)F)N1CCOCC1)C=CC=C2 N-(2,3-dihydro-4H-benzo[b][1,4]oxazin-4-yl)-3-morpholino-7-(2,3,5-trifluorophenyl)thieno[3,2-b]pyridine-2-carboxamide